(1R,4R)-4-((5-amino-6-(bis(4-methoxybenzyl)amino)pyrimidin-4-yl)amino)cyclohexane-1-carboxylic acid ethyl ester C(C)OC(=O)C1CCC(CC1)NC1=NC=NC(=C1N)N(CC1=CC=C(C=C1)OC)CC1=CC=C(C=C1)OC